FC1=C(C=CC=2C=NOB(C21)O)OCC(=O)OC2C1C3C(CCC(C2)C=C)(CCC3=O)CCC1 3-oxo-7-vinyldecahydro-4,9a-propanocyclopenta[8]annulen-5-yl 2-((8-fluoro-1-hydroxy-1H-benzo[d][1,2,6]oxazaborinin-7-yl)oxy)acetate